(3-(1H-pyrrolo[2,3-b]pyridin-3-yl)-8-azabicyclo[3.2.1]octan-8-yl)(2-amino-4-(trifluoromethoxy)phenyl)methanone N1C=C(C=2C1=NC=CC2)C2CC1CCC(C2)N1C(=O)C1=C(C=C(C=C1)OC(F)(F)F)N